N-methyl-4-oxo-3-(1-(2,2,3,3,3-pentafluoropropyl)-1H-pyrazol-4-yl)-2-(trifluoromethyl)-4H-pyrido[1,2-a]pyrimidine-8-carboxamide CNC(=O)C1=CC=2N(C(C(=C(N2)C(F)(F)F)C=2C=NN(C2)CC(C(F)(F)F)(F)F)=O)C=C1